ethoxy-5-[(2R)-2-ethyl-4-[6-methoxy-2-(trifluoromethyl)pyridine-3-carbonyl]piperazin-1-yl]-N-[(3s,4R)-4-fluoropyrrolidin-3-yl]-[2,3'-bipyridine]-6-carboxamide C(C)OC=1C(=NC(=C(C1)N1[C@@H](CN(CC1)C(=O)C=1C(=NC(=CC1)OC)C(F)(F)F)CC)C(=O)N[C@H]1CNC[C@H]1F)C=1C=NC=CC1